BrC1=C2N([C@H](C=3N(C2=CC=C1)N=C(N3)C)C)C (S)-6-bromo-2,4,5-trimethyl-4,5-dihydro-[1,2,4]triazolo[1,5-a]quinoxaline